5-((S)-(methoxycarbonyl)(2-chlorophenyl)methyl)-4,5,6,7-tetrahydrothieno[3,2-c]pyridin-2-yl-2,6-diaminohexanoic acid COC(=O)[C@@H](N1CC2=C(CC1)SC(=C2)C(C(=O)O)(CCCCN)N)C2=C(C=CC=C2)Cl